BrC=1C=C(COC2=C(C(=O)NC3=CC(=CC=C3)C(=O)N3CCOCC3)C=CC=C2)C=CC1 2-((3-bromobenzyl)oxy)-N-(3-(morpholine-4-carbonyl)phenyl)benzamide